C(C1=CC=CC=C1)OC12[C@H](O[C@@H]3OC(O[C@@H]31)(C)C)C(CC2)=C (3aR,4aR,7bR)-7a-(benzyloxy)-2,2-dimethyl-5-methylenehexahydro-5H-cyclopenta[4,5]furo[2,3-d][1,3]dioxole